OC(COC(CC(C)=O)=O)COC(CC(C)=O)=O 3-oxobutanoic acid [2-hydroxy-3-(3-oxobutanoyloxy) propyl] ester